(1s,4s)-4-(2-(((R)-2-(3-fluorophenyl)-2-hydroxyethyl)amino)propan-2-yl)cyclohexane-1-carboxylic acid FC=1C=C(C=CC1)[C@H](CNC(C)(C)C1CCC(CC1)C(=O)O)O